FC1=CC=2C3=C(N(C2C=C1)CC(=O)O)CCN(C3)C(=O)C3=CC=CC1=CC=CC=C31 2-[8-fluoro-2-(naphthalene-1-carbonyl)-3,4-dihydro-1H-pyrido[4,3-b]indol-5-yl]acetic acid